OC[C@H]1O[C@@H]([C@@H]([C@H]([C@H]1O)N1N=NC(=C1)C1=CC(=C(C(=C1)F)F)F)OC)CC1=CC(=NO1)C1(C(NC1)=O)C (2R,3R,4S,5R,6R)-2-(hydroxymethyl)-5-methoxy-6-((3-(3-methyloxoazetidin-3-yl)isoxazol-5-yl)methyl)-4-(4-(3,4,5-trifluorophenyl)-1H-1,2,3-triazol-1-yl)tetrahydro-2H-pyran-3-ol